2-(4-(5-(trifluoromethyl)pyrimidin-2-yl)piperazine-1-carbonyl)thiazole-5-carbaldehyde FC(C=1C=NC(=NC1)N1CCN(CC1)C(=O)C=1SC(=CN1)C=O)(F)F